S1C=2N(C(=C1)COC=1C=NC=CC1C#N)C=CN2 3-[imidazo[2,1-b][1,3]thiazol-3-ylmethoxy]pyridine-4-carbonitrile